BrC1=CC(=CC=2C(=C(C(OC21)=S)C)O)C 8-bromo-4-hydroxy-3,6-dimethyl-benzopyran-2-thione